N2-(but-3-en-1-yl)-3-methoxypyridine-2,6-diamine C(CC=C)NC1=NC(=CC=C1OC)N